9-fluoro-1-nonanol FCCCCCCCCCO